(S)-4-(7-(2-(benzyloxy)-6-fluorobenzyl)-2-(((S)-1-methylpyrrolidin-2-yl)methoxy)imidazo[2,1-f][1,2,4]triazin-4-yl)-2-(cyanomethyl)piperazine-1-carboxylic acid benzyl ester C(C1=CC=CC=C1)OC(=O)N1[C@H](CN(CC1)C1=NC(=NN2C1=NC=C2CC2=C(C=CC=C2F)OCC2=CC=CC=C2)OC[C@H]2N(CCC2)C)CC#N